(4R)-2-(1-cyclopropyl-3-formyl-4-oxo-1,4-dihydroquinolin-7-yl)-4-hydroxypyrrolidine-1-carboxylic acid tert-butyl ester C(C)(C)(C)OC(=O)N1C(C[C@H](C1)O)C1=CC=C2C(C(=CN(C2=C1)C1CC1)C=O)=O